3-(2-((dodecanoyloxy)methoxy)-2,2-diphenylacetoxy)spiro[bicyclo[3.2.1]octane-8,1'-pyrrolidin]-8-ium 2,2,2-trifluoroacetate FC(C(=O)[O-])(F)F.C(CCCCCCCCCCC)(=O)OCOC(C(=O)OC1CC2CCC(C1)[N+]21CCCC1)(C1=CC=CC=C1)C1=CC=CC=C1